C(C)(=O)C1=CN(C2=CC=C(C=C12)C1=CN=NC=C1)CC(=O)N1[C@@H](C[C@H](C1)F)C(=O)NC1=NC=CC(=N1)Cl (2S,4R)-1-(2-(3-acetyl-5-(pyridazin-4-yl)-1H-indol-1-yl)acetyl)-N-(4-chloropyrimidin-2-yl)-4-fluoropyrrolidine-2-carboxamide